Cl.Cl.N[C@H](C(=O)OCC1=CC(=NC(=C1)Cl)Cl)CC1=CC(=NC=C1)C (2,6-Dichloropyridin-4-yl)methyl (S)-2-amino-3-(2-methylpyridin-4-yl)propanoate dihydrochloride